1-[4-[[4-(2-hydroxyethoxy)phenyl]thio]phenyl]-1,2-propanedione OCCOC1=CC=C(C=C1)SC1=CC=C(C=C1)C(C(C)=O)=O